(1s,4s)-1-ethyl-4-((5-(imidazo[1,2-a]pyrimidin-6-yl)-4-methoxypyrrolo[2,1-f][1,2,4]triazin-2-yl-7-d)amino)cyclohexan-1-ol C(C)C1(CCC(CC1)NC1=NN2C(C(=N1)OC)=C(C=C2[2H])C=2C=NC=1N(C2)C=CN1)O